CC1=CC=2N(C=C1)N=C(N2)N[C@@H]2C[C@H](CC2)NC2=CC=C(C=N2)N2CC1=NC=CC=C1C2=O 6-(6-(((1S,3S)-3-((7-methyl-[1,2,4]triazolo[1,5-a]pyridin-2-yl)amino)cyclopentyl)amino)pyridin-3-yl)-6,7-dihydro-5H-pyrrolo[3,4-b]pyridin-5-one